FC=1C(=C(C=CC1)NC1=C(NC2=C1C(NCC2)=O)C2=C1C(=NC=N2)NN=C1)OC 3-((3-fluoro-2-methoxyphenyl)amino)-2-(1H-pyrazolo[3,4-d]pyrimidin-4-yl)-1,5,6,7-tetrahydro-4H-pyrrolo[3,2-c]pyridin-4-one